C(C)(C)(C)OC(=O)N(C1=CC(=NC=2N1N=CC2C(C)C)NC[C@@H]2[C@H](CN(CC2)C(=O)OC(C)(C)C)O)CC2=CC=C(C=C2)C2=NC=CC=C2F tert-butyl (3R,4R)-4-(((7-((tert-butoxycarbonyl)(4-(3-fluoropyridin-2-yl)benzyl)amino)-3-isopropylpyrazolo[1,5-a]pyrimidin-5-yl)amino)methyl)-3-hydroxypiperidine-1-carboxylate